C(C)OC(=O)N1CC=2N(CC1)C(=NN2)C#CC2=C(C=CC=C2)C 3-[2-(Methylphenyl)ethynyl]-6,8-dihydro-5H-[1,2,4]triazolo[4,3-a]pyrazine-7-carboxylic acid ethyl ester